(carbonylbis(4,1-phenylene))bis(3-nitrobenzamide) C(=O)(C1=CC=C(C=C1)C1=C(C(=O)N)C=CC=C1[N+](=O)[O-])C1=CC=C(C=C1)C1=C(C(=O)N)C=CC=C1[N+](=O)[O-]